N-(5-fluoropyridin-2-yl)ethanesulfonamide FC=1C=CC(=NC1)NS(=O)(=O)CC